C(CC)C1=CC=C(C=C1)S(=O)(=O)NCCNC(OC(C)(C)C)=O tert-butyl N-[2'-(4-propylbenzenesulfonamido)ethyl]carbamate